CC1=NC=2C(=NC(=CC2)C=2C=CN3N=C(N=CC32)NCCOC)N1C 5-(2,3-dimethyl-3H-imidazo[4,5-b]pyridin-5-yl)-N-(2-methoxyethyl)pyrrolo[2,1-f][1,2,4]triazin-2-amine